COC(CN1C[C@@H]([C@H](CC1)NC(=O)C1=CC(=CC=2N(C=NC21)CC(F)(F)F)C#CCNC=2C(OC)=CC(=C(C2)C(NC)=O)F)C)(C)C N-[(3S,4S)-1-(2-methoxy-2-methylpropyl)-3-methyl-4-piperidyl]-6-{3-[4-(N-methylcarbamoyl)-5-fluoro-2-anisidino]-1-propynyl}-1-(2,2,2-trifluoroethyl)-1H-1,3-benzimidazole-4-carboxamide